C1(CC1)C1=NN(C=N1)C1CC2(CN(C2)C(=O)N2CC3(C2)CC(C3)CC3=NC=C(C=C3)F)C1 [6-(3-cyclopropyl-1,2,4-triazol-1-yl)-2-azaspiro[3.3]heptan-2-yl]-[6-[(5-fluoro-2-pyridyl)methyl]-2-azaspiro[3.3]heptan-2-yl]methanone